COC(=O)[C@@H]1CN([C@@H](CC1)C)C(CC1=CC=C(C=C1)OC)=O (3S,6R)-1-(2-(4-methoxyphenyl)acetyl)-6-methylpiperidine-3-carboxylic acid methyl ester